tetra-n-propyl-tetramethyl-cyclotetrasiloxane C(CC)[Si]1(O[Si](O[Si](O[Si](O1)(C)CCC)(C)CCC)(C)CCC)C